(2S,3R,4S,5S,6S)-2-(4-(1-hydroxyethyl)phenoxy)-6-(methoxycarbonyl)tetrahydro-2H-pyran (2S,3R,4S,5S,6S)-2-(4-acetylphenoxy)-6-(methoxycarbonyl)tetrahydro-2H-pyran-3,4,5-triyl-triacetate C(C)(=O)C1=CC=C(O[C@@H]2O[C@@H]([C@H]([C@@H]([C@H]2CC(=O)O)CC(=O)O)CC(=O)O)C(=O)OC)C=C1.OC(C)C1=CC=C(O[C@@H]2O[C@@H](CCC2)C(=O)OC)C=C1